C1(=C(C(=CC=C1)CC(=O)O)CC(=O)O)CCC1=CC=CC=C1 bibenzyl-diacetic acid